(S)-8-fluoro-3-({2-fluoro-3-[(methylsulfamoyl)amino]phenyl}methyl)-4-methyl-7-(1,3-oxazol-2-yloxy)-3,4-dihydro-2H-1,3-benzoxazin-2-one FC1=C(C=CC=2[C@@H](N(C(OC21)=O)CC2=C(C(=CC=C2)NS(NC)(=O)=O)F)C)OC=2OC=CN2